isopropyl 5,5-dimethyl-8-(4-morpholinopiperidin-1-yl)-1,3,4,5-tetrahydro-2H-benzo[c]azepine-2-carboxylate CC1(C2=C(CN(CC1)C(=O)OC(C)C)C=C(C=C2)N2CCC(CC2)N2CCOCC2)C